tert-butyl 4-(2-(3-((3-amino-6-chloropyridazin-4-yl)ethynyl)phenoxy)ethyl)piperazine-1-carboxylate NC=1N=NC(=CC1C#CC=1C=C(OCCN2CCN(CC2)C(=O)OC(C)(C)C)C=CC1)Cl